Benzyl (2S,4R)-2-(hydroxymethyl)-4-((methylsulfonyl)oxy)pyrrolidin-1-carboxylate OC[C@H]1N(C[C@@H](C1)OS(=O)(=O)C)C(=O)OCC1=CC=CC=C1